FC=1C=C2C=CN=CC2=C(C1)C 6-fluoro-8-methylisoquinolin